ClC1=C(C=CC2=C1C(=N[C@H](C=1N2N=C(N1)N1CC(C1)C#N)C)C1=C(C=CC=C1F)F)Cl 1-[(4S)-7,8-dichloro-6-(2,6-difluorophenyl)-4-methyl-4H-[1,2,4]triazolo[1,5-a][1,4]benzodiazepine-2-Yl]azetidine-3-carbonitrile